1-aminocyclopropanecarbonitrile hydrochloride Cl.NC1(CC1)C#N